4-nitrobenzyl 2-(2-mercapto-4-oxo-3-(2-phenylacetylamino) azetidin-1-yl)-3-methylbutyrate SC1N(C(C1NC(CC1=CC=CC=C1)=O)=O)C(C(=O)OCC1=CC=C(C=C1)[N+](=O)[O-])C(C)C